6-methyl-3-(methylthio)pyridin-2-amine CC1=CC=C(C(=N1)N)SC